rac-(3aR,6aR)-1-((4-bromophenyl)sulfonyl)hexahydropyrrolo-[3,4-b]pyrrole-5(1H)-carboxylic acid tert-butyl ester C(C)(C)(C)OC(=O)N1C[C@@H]2N(CC[C@@H]2C1)S(=O)(=O)C1=CC=C(C=C1)Br |r|